5-bromofuran-carbaldehyde BrC1=CC=C(O1)C=O